(1R,2S,5S)-3-[(2S,3R)-3-tert-butoxy-2-[(2,2,2-trifluoroacetyl)amino]butanoyl]-N-[cyano(4-isoquinolyl)methyl]-6,6-dimethyl-3-azabicyclo[3.1.0]hexane-2-carboxamide C(C)(C)(C)O[C@@H]([C@@H](C(=O)N1[C@@H]([C@H]2C([C@H]2C1)(C)C)C(=O)NC(C1=CN=CC2=CC=CC=C12)C#N)NC(C(F)(F)F)=O)C